2-(4-(((1s,3s)-3-((3-cyanophenyl)sulfonamido)cyclobutyl)amino)-1H-pyrrolo[2,3-b]pyridin-5-yl)-N-methylthiazole-4-carboxamide C(#N)C=1C=C(C=CC1)S(=O)(=O)NC1CC(C1)NC1=C2C(=NC=C1C=1SC=C(N1)C(=O)NC)NC=C2